ClC1=CC2=C(N(CN=C2N2C[C@H](NCC2)C)C=2C(=NC=CC2C)C(C)C)N=C1C1=C(C=CC=C1O)F (M)-6-chloro-7-(2-fluoro-6-hydroxyphenyl)-1-(2-isopropyl-4-methylpyridin-3-yl)-4-((R)-3-methylpiperazin-1-yl)pyrido[2,3-d]pyrimidin